FC1=CC=C(OC2=CC=C(S2)C(=O)N2C3=C(OCC2)C(=CN=C3)C3=CC=C(C#N)C=C3)C=C1 4-(4-(5-(4-Fluorophenoxy)thiophene-2-carbonyl)-3,4-dihydro-2H-pyrido[4,3-b][1,4]oxazin-8-yl)benzonitrile